ClC=1C(=C(C(=CC1)N1N=NN=C1)C1=CC(N2[C@@H](CC[C@H]2C1)C=1N(C=C(N1)C1=C(C=CC=C1)NC(=O)C1CC1)C)=O)F |o1:19| N-(2-(2-((3S,8aS*)-7-(3-Chloro-2-fluoro-6-(1H-tetrazol-1-yl)phenyl)-5-oxo-1,2,3,5,8,8a-hexahydroindolizin-3-yl)-1-methyl-1H-imidazol-4-yl)phenyl)cyclopropanecarboxamide